Cl.FC(C(=O)N([C@H]1C[C@H](NCC1)C1=CC=CC=C1)C)(F)F 2,2,2-trifluoro-N-methyl-N-((2S,4R)-2-phenylpiperidin-4-yl)acetamide hydrochloride